C(C)(C)(C)OC(NCCCN1CCN(CC1)CCCC1=CC=CC=2N(C(N(C21)C)=O)C2C(NC(CC2)=O)=O)=O.CC2=NSC=C2CNC2=CC=CC=C2 N-((3-methylisothiazol-4-yl)methyl)aniline tert-butyl-N-[3-[4-[3-[1-(2,6-dioxo-3-piperidyl)-3-methyl-2-oxo-benzimidazol-4-yl]propyl]piperazin-1-yl]propyl]carbamate